BrC1=C(C=C(C=C1C(F)(F)F)NC1=NC=C(C(=N1)N[C@H]1[C@@H](COC1)C#N)C)CO[Si](C)(C)C(C)(C)C (trans)-4-((2-((4-bromo-3-(((tert-butyldimethylsilyl)oxy)methyl)-5-(trifluoromethyl)phenyl)amino)-5-methylpyrimidin-4-yl)amino)tetrahydrofuran-3-carbonitrile